1'-((7-(ethyl-d5)-6-oxo-5,6-dihydro-1,5-naphthyridin-3-yl)methyl)-N-methyl-1',2',3',6'-tetrahydro-[3,4'-bipyridine]-6-carboxamide C(C([2H])([2H])[2H])(C=1C(NC=2C=C(C=NC2C1)CN1CCC(=CC1)C=1C=NC(=CC1)C(=O)NC)=O)([2H])[2H]